4-(((2-methoxy-5-nitro-3-phenylpyridin-4-yl)amino)methyl)benzenesulfonamide COC1=NC=C(C(=C1C1=CC=CC=C1)NCC1=CC=C(C=C1)S(=O)(=O)N)[N+](=O)[O-]